C(C1=CC=CC=C1)(=O)C=1C2=C(SC1NC(=O)C1=NC(=NC=C1C)S(=O)(=O)C)CCCC2 N-(3-benzoyl-4,5,6,7-tetrahydrobenzo[b]thiophen-2-yl)-5-methyl-2-(methylsulfonyl)pyrimidine-4-carboxamide